CC1=C(C=CC=C1C1=CC2=C(CN(CCC2)CC(=O)OCC)C=C1)C1=CC=CC=C1 Ethyl 2-(7-(2-methyl-[1,1'-biphenyl]-3-yl)-1,3,4,5-tetrahydro-2H-benzo[c]azepin-2-yl)acetate